CN(C(=O)N[C@@H](C(C)C)C(=O)O)CC=1N=C(SC1)C(C)C N-[N-methyl-N-[(2-isopropyl-4-thiazolyl)methyl]aminocarbonyl]-L-valine